N1=CC(=CC=C1)C1=CC(=NC=C1)C#N [3,4'-bipyridine]-2'-carbonitrile